(1-((2-(3,5-dichlorophenyl)-6-((2-(4-methylpiperazin-1-yl)pyrimidin-5-yl)oxy)pyridin-4-yl)methyl)piperidin-4-yl)methylmethylcarbamate ClC=1C=C(C=C(C1)Cl)C1=NC(=CC(=C1)CN1CCC(CC1)COC(NC)=O)OC=1C=NC(=NC1)N1CCN(CC1)C